CN(CCNC=1C=NN(C1)C)C N-[2-(dimethylamino)ethyl]-1-methyl-1H-pyrazol-4-amine